tert-butyl (2-(6-((tert-butoxycarbonyl)oxy)pyridin-2-yl)ethyl)carbamate C(C)(C)(C)OC(=O)OC1=CC=CC(=N1)CCNC(OC(C)(C)C)=O